ClC1=NN(C(C=2N1C=1C=CC=CC1C2)=O)CC(=O)NC2=NC=NC=C2 2-(4-chloro-1-oxo-[1,2,4]triazino[4,5-a]indol-2-yl)-N-pyrimidin-4-yl-acetamide